N-[4-(3,5-diphenyl-4,5-dihydro-1H-pyrazol-1-yl)benzyl]-N-(1-hexyl-1H-benzimidazole-2-yl)amine C1(=CC=CC=C1)C1=NN(C(C1)C1=CC=CC=C1)C1=CC=C(CNC2=NC3=C(N2CCCCCC)C=CC=C3)C=C1